oxazol-5-ylmethyl (4-((8-acetyl-8-azabicyclo[3.2.1]octan-3-yl)methyl)phenyl)carbamate C(C)(=O)N1C2CC(CC1CC2)CC2=CC=C(C=C2)NC(OCC2=CN=CO2)=O